6-(((S)-tetrahydrofuran-3-yl)oxy)quinazolin-7-carbonitrile O1C[C@H](CC1)OC=1C=C2C=NC=NC2=CC1C#N